COC1=C(C=CC=C1)CC(=O)N(C(C#C)=O)CCCOC=1C(=C(C(=O)[O-])C=CC1)NC(C#C)=O 3-(N-(2-(2-methoxyphenyl)acetyl)propiolamido)propoxy-2-propiolamidobenzoate